C1=CC=CC=2C3=CC=CC=C3C(C12)COC(=O)N[C@@H](CCC(=O)[O-])C(=O)[O-] N-(9-Fluorenylmethoxycarbonyl)-L-glutamate